CC1(CC2=CCC(CC2CC1)(C)C)O 1,2,3,4,4a,5,6,7-octahydro-2,6,6-trimethyl-2-naphthalinol